benzofuran-6-ylmethyl methanesulfonate CS(=O)(=O)OCC1=CC2=C(C=CO2)C=C1